(R)-N-(1-methylcyclopropyl)-8-(4-prolylpiperazin-1-yl)-3-(5-(trifluoromethyl)-1,3,4-thiadiazol-2-yl)imidazo[1,5-a]pyridine-6-sulfonamide CC1(CC1)NS(=O)(=O)C=1C=C(C=2N(C1)C(=NC2)C=2SC(=NN2)C(F)(F)F)N2CCN(CC2)C([C@@H]2NCCC2)=O